2,5-di-sec-butylphenol C(C)(CC)C1=C(C=C(C=C1)C(C)CC)O